C(C(O)C(C(=O)[O-])CC(=O)[O-])(=O)[O-].[Pt+2].C1(C(CCCC1)N)N.C(C(O)C(C(=O)[O-])CC(=O)[O-])(=O)[O-].[Pt+2].[Pt+2] (1,2-cyclohexanediamine) platinum isocitrate